CN(N)C1=NC=CC=N1 2-(1-methylhydrazinyl)pyrimidine